ClC=1C=C(C=CC1)C1=NN(C=C1NC(=O)C=1C=NN2C1N=CC=C2)CCN2CCOCC2 N-(3-(3-chlorophenyl)-1-(2-morpholinoethyl)-1H-pyrazol-4-yl)pyrazolo[1,5-a]pyrimidine-3-carboxamide